(S)-N-(2-ethynylthiazol-4-yl)-4-(3'-(3-hydroxypyrrolidin-1-yl)-[1,1'-biphenyl]-4-yl)-piperazine-1-carboxamide C(#C)C=1SC=C(N1)NC(=O)N1CCN(CC1)C1=CC=C(C=C1)C1=CC(=CC=C1)N1C[C@H](CC1)O